N-methyl-N-(3-methylphenyl)-alpha-diazo-2-cyanoacetamide CN(C(C(C#N)=[N+]=[N-])=O)C1=CC(=CC=C1)C